[Ar].C(C)(C)N1C=C(C=2N=C(N=CC21)SCCC(=O)OCC(CCCC)CC)N2CC(OC(C2)(F)F)(F)F 2-ethylhexyl 3-((5-isopropyl-7-(2,2,6,6-tetrafluoromorpholino)-5H-pyrrolo[3,2-d]pyrimidin-2-yl)thio)propionate Argon